allyl-α-cyanoacrylate C(C=C)OC(C(=C)C#N)=O